C(#N)C1=C(C=C(C=C1)C(N(C)C)=O)[C@@H]([C@H](C)C=1N(C(C(=C(N1)C(=O)NC=1C=NOC1)O)=O)C)C=1C=NN(C1)C 2-((1r,2s)-1-(2-cyano-5-(dimethylcarbamoyl)phenyl)-1-(1-methyl-1H-pyrazol-4-yl)propan-2-yl)-5-hydroxy-N-(isoxazol-4-yl)-1-methyl-6-oxo-1,6-dihydropyrimidine-4-carboxamide